ClC=1C=CC2=C([C@@H](C[C@@H](O2)C(=O)NC23[C@H](CC(CC2)(CC3)NC(=O)C=3SC=C(N3)C)O)O)C1 N-[(3S)-4-{[(2R,4R)-6-chloro-4-hydroxy-3,4-dihydro-2H-1-benzopyran-2-carbonyl]amino}-3-hydroxybicyclo[2.2.2]octan-1-yl]-4-methyl-1,3-thiazole-2-carboxamide